ClC=1C(=NC=CC1C1=C(C(=CC=C1)NC1=NC=CC(=C1F)CNC1CCOCC1)Cl)C1=CC(=C(CNC[C@@H]2CCC(N2)=O)C=C1)OC(F)F (S)-5-(((4-(3-chloro-4-(2-chloro-3-((3-fluoro-4-(((tetrahydro-2H-pyran-4-yl)amino)methyl)pyridin-2-yl)amino)phenyl)pyridin-2-yl)-2-(difluoromethoxy)benzyl)amino)methyl)pyrrolidin-2-one